(S)-Amino-3-(4-chlorophenyl)-N-(3-(pyridin-4-yl)-1H-Pyrazol-5-yl)propanamide N[C@H](C(=O)NC1=CC(=NN1)C1=CC=NC=C1)CC1=CC=C(C=C1)Cl